ClC=1C(=NC(=CC1Cl)C1=C(C=C(C=C1)C(F)(F)F)Cl)C(=O)OC Methyl 3,4-dichloro-6-(2-chloro-4-(trifluoromethyl) phenyl)picolinate